tert-Butyl 4-{[2-(benzyloxy)-2-oxoethyl][(benzyloxy) carbonyl]amino}-4-methylpiperidine-1-carboxylate C(C1=CC=CC=C1)OC(CN(C1(CCN(CC1)C(=O)OC(C)(C)C)C)C(=O)OCC1=CC=CC=C1)=O